COC1(C2CCCC1CN(C2)C3COC3)C4=CC=CC(=C4)C(=O)N 3-((1R,5S,9r)-9-methoxy-3-(oxetan-3-yl)-3-azabicyclo[3.3.1]nonan-9-yl)benzamide (S)-2-hydroxysuccinate